C(C)OC1=NC=CC=C1C1=NC(=C(C=C1)OC1CC2(CN(C2)C(C2=C(C=CC=C2)C(F)(F)F)=O)C1)C(=O)N[C@H]1CNCC1 2'-ethoxy-N-[(3R)-pyrrolidin-3-yl]-5-({2-[2-(trifluoromethyl)benzoyl]-2-azaspiro[3.3]heptan-6-yl}oxy)-[2,3'-bipyridine]-6-carboxamide